CO[C@H]1C[C@@H](O[C@@H]1CO)N1C=NC=2C(N)=NC=NC12 3'-O-methyl-deoxyadenosine